2-[2-[2-[2-[2-[2,3-bis[6-(2-butyloctanoyloxy) hexoxy] propanoyl-octyl-amino]ethoxy]ethoxy] ethoxy]ethoxy]ethyl 1-methylpiperidine-4-carboxylate CN1CCC(CC1)C(=O)OCCOCCOCCOCCOCCN(CCCCCCCC)C(C(COCCCCCCOC(C(CCCCCC)CCCC)=O)OCCCCCCOC(C(CCCCCC)CCCC)=O)=O